COC1=NC2=C(C=NC(=C2)N2CCOCC2)N1 4-(2-methoxy-3H-imidazo[4,5-c]pyridin-6-yl)morpholine